3,5-diphenyl-1-(4-vinylbenzyl)-1H-1,2,4-triazole C1(=CC=CC=C1)C1=NN(C(=N1)C1=CC=CC=C1)CC1=CC=C(C=C1)C=C